Cl.Cl.N(=NC(C)(C)C=1NCCCCN1)C(C)(C)C=1NCCCCN1 2,2'-azobis[2-(4,5,6,7-tetrahydro-1H-1,3-diazepine-2-yl)propane] diHydrochloride